C(CCC)C=1N(C2=C(C(=NC=3C=CC=CC23)N)N1)CC1=CC=C(C=C1)CNCC1CCC1 2-butyl-1-(4-(((cyclobutylmethyl)amino)methyl)benzyl)-1H-imidazo[4,5-c]quinolin-4-amine